tert-butyl (2S,4R)-2-[[3-(3-bromophenyl)-2-oxopropyl]carbamoyl]-4-hydroxypyrrolidine-1-carboxylate BrC=1C=C(C=CC1)CC(CNC(=O)[C@H]1N(C[C@@H](C1)O)C(=O)OC(C)(C)C)=O